C1(CCCCC1)NC1=NC(=NC2=CC=CC=C12)NCC1=C(C=CC=C1)F N4-cyclohexyl-N2-(2-fluorobenzyl)quinazoline-2,4-diamine